ethyl 1-[(4-{3-azabicyclo[3.1.0]hexan-3-yl}-2-chloro-3-cyanophenyl)methyl]-1H-imidazole-4-carboxylate C12CN(CC2C1)C1=C(C(=C(C=C1)CN1C=NC(=C1)C(=O)OCC)Cl)C#N